(E)-N'-[7-chloro-2-[7-fluoro-2-(oxan-2-yl)indazole-4-carbonyl]-4-iodonaphthalen-1-yl]-N,N-dimethylmethanimidamide ClC1=CC=C2C(=CC(=C(C2=C1)/N=C/N(C)C)C(=O)C=1C2=CN(N=C2C(=CC1)F)C1OCCCC1)I